(4-nitrophenyl)-4-[3-(2-methoxy-3-pyridyl)pyrazolo[1,5-a]pyrimidin-5-yl]piperazine-1-carboxylate [N+](=O)([O-])C1=CC=C(C=C1)OC(=O)N1CCN(CC1)C1=NC=2N(C=C1)N=CC2C=2C(=NC=CC2)OC